2-(1-methylpiperidin-4-ylidene)-6-thiatricyclo[8.4.0.03,7]tetradeca-1(14),3(7),4,10,12-pentaen-8-one CN1CCC(CC1)=C1C2=CC=CC=C2CC(C=2SC=CC12)=O